((2-(4-((4,4-Difluorocyclohexyl)amino)butyl)-5-methylimidazo[1,2-a]pyridin-8-yl)sulfonyl)-L-proline FC1(CCC(CC1)NCCCCC=1N=C2N(C(=CC=C2S(=O)(=O)N2[C@@H](CCC2)C(=O)O)C)C1)F